2-(pyridazin-4-yl)-1,3-thiazol N1=NC=C(C=C1)C=1SC=CN1